3-bromo-9-chloro-8-hydroxyl-6,6-dimethyl-5,6-dihydro-11H-benzo[b]carbazole BrC1=CC=C2C=3CC4=C(C(C3NC2=C1)(C)C)C=C(C(=C4)Cl)O